2-(3-chloro-4-methylphenyl)-N-((5-(2,6-dioxopiperidin-3-yl)-6-oxo-5,6-dihydro-4H-thieno[2,3-c]pyrrol-2-yl)methyl)acetamide ClC=1C=C(C=CC1C)CC(=O)NCC1=CC2=C(C(N(C2)C2C(NC(CC2)=O)=O)=O)S1